1-(tert-butyl)-3-((trimethylsilyl)ethynyl)-1H-pyrazolo[3,4-d]Pyrimidin-4-amine C(C)(C)(C)N1N=C(C=2C1=NC=NC2N)C#C[Si](C)(C)C